CC1(N(C(N(C1=O)C=1C=CC(=C(C#N)C1)C(F)(F)F)=O)CC1=C2C(=NC=C1)NC(C2)=O)C 5-(4,4-dimethyl-2,5-dioxo-3-((2-oxo-2,3-dihydro-1H-pyrrolo[2,3-b]pyridin-4-yl)methyl)imidazolidin-1-yl)-2-(trifluoromethyl)benzonitrile